Methyl 1-(2-((2-((3-chloro-2-fluorobenzyl) amino)-2-oxoethyl) (cyclopropyl) amino)-2-oxoethyl)-3-cyano-1H-indole-5-carboxylate ClC=1C(=C(CNC(CN(C(CN2C=C(C3=CC(=CC=C23)C(=O)OC)C#N)=O)C2CC2)=O)C=CC1)F